N-((5-phenylpyridin-2-yl)methyl)-5,6,7,8-tetrahydroquinolin-8-amine C1(=CC=CC=C1)C=1C=CC(=NC1)CNC1CCCC=2C=CC=NC12